C(C)C1=NC(=CC=C1CN1C[C@H](CC(C1)(F)F)C(=O)O)C=1N=NN(C1CN1C(C=CC(=C1)CCC)=O)C (S)-1-((2-ethyl-6-(1-methyl-5-((2-oxo-5-propylpyridin-1(2H)-yl)methyl)-1H-1,2,3-triazol-4-yl)pyridin-3-yl)methyl)-5,5-difluoropiperidine-3-carboxylic acid